2-[5-Fluoro-2-[[5-[4-methyl-2-(trifluoromethyl)piperazin-1-yl]pyridin-2-yl]amino]pyrimidin-4-yl]-5-methylspiro[6H-thieno[3,2-c]pyridine-7,1'-cyclopentane]-4-one FC=1C(=NC(=NC1)NC1=NC=C(C=C1)N1C(CN(CC1)C)C(F)(F)F)C1=CC=2C(N(CC3(CCCC3)C2S1)C)=O